O=S1(CC2(C1)CC(C2)NC2=NC=CC(=N2)C2=C(N=C(S2)N2C1CN(CC2CC1)C1=CC=CC=C1)C=1C(=C(C=CC1)NS(=O)(=O)C1=C(C=CC=C1F)F)F)=O N-(3-(5-(2-((2,2-dioxido-2-thiaspiro[3.3]heptan-6-yl)amino)-pyrimidin-4-yl)-2-(3-phenyl-3,8-diazabicyclo[3.2.1]octan-8-yl)thiazol-4-yl)-2-fluorophenyl)-2,6-difluorobenzenesulfonamide